BrC1=CC(=C(C(=C1)[N+](=O)[O-])N[C@H]1[C@H](CCCC1)NC(=O)C1=CC(NC2=CC=CC=C12)=O)C(NC)=O N-((1S,2R)-2-((4-bromo-2-(methylcarbamoyl)-6-nitrophenyl)amino)cyclohexyl)-2-oxo-1,2-dihydroquinoline-4-carboxamide